COC(=O)C1CC2C(N(C1C1=CC=C(C=C1)NC1CCCC1)C(C1=C(C=CC=C1C)F)=O)CCC2 cis-methyl-2-[4-(cyclopentylamino) phenyl]-1-(2-fluoro-6-methyl-benzoyl)-2,3,4,4a,5,6,7,7a-octahydrocyclopenta[b]pyridine-3-carboxylate